8-((2,3-dihydroxypropyl)(6-(((nonyloxy)carbonyl)oxy)hexyl)amino)octanoic acid heptadec-9-yl ester CCCCCCCCC(CCCCCCCC)OC(CCCCCCCN(CCCCCCOC(=O)OCCCCCCCCC)CC(CO)O)=O